tert-butyl-[(7-chloro-3-fluoro-thieno[3,2-b]pyridin-2-yl)methoxy]-dimethyl-silane C(C)(C)(C)[Si](C)(C)OCC1=C(C2=NC=CC(=C2S1)Cl)F